(2R,3R,4S,5R)-2-[2-chloro-6-(4'-fluoro-spiro[cyclopentane-1,3'-indolin]-1'-yl)purin-9-yl]-5-(hydroxymethyl)tetrahydrofuran-3,4-diol ClC1=NC(=C2N=CN(C2=N1)[C@@H]1O[C@@H]([C@H]([C@H]1O)O)CO)N1CC2(C3=C(C=CC=C13)F)CCCC2